2,6-di-t-butyl-4-(2-thienylmethylene)cyclohexa-2,5-dien-1-one C(C)(C)(C)C=1C(C(=CC(C1)=CC=1SC=CC1)C(C)(C)C)=O